7-chloro-N-[(1S)-2-[[(1S)-1-cyano-2-[(3S)-2-oxo-3-piperidyl]ethyl]amino]-1-(cyclopropylmethyl)-2-oxo-ethyl]-4-fluoro-1H-indole-2-carboxamide ClC=1C=CC(=C2C=C(NC12)C(=O)N[C@H](C(=O)N[C@@H](C[C@H]1C(NCCC1)=O)C#N)CC1CC1)F